4-(2-(4,5-dimethylthiazol-2-yl)hydrazono)-5-phenyl-2-(4-phenyl-thiazol-2-yl)-2,4-dihydro-3H-pyrazol-3-one CC=1N=C(SC1C)NN=C1C(N(N=C1C1=CC=CC=C1)C=1SC=C(N1)C1=CC=CC=C1)=O